CN1N=CC2=CC(=C(C=C12)OC1=CC=C(C=C1)OCCOC1CCOCC1)C(=O)[O-] 1-methyl-6-[4-(2-tetrahydropyran-4-yloxyethoxy)phenoxy]indazole-5-carboxylate